3-fluoro-4-[[5-(3-fluoro-4-methyl-phenoxy)-4-methyl-3-pyridinyl]methyl]-N-(methylsulfamoyl)pyridin-2-amine FC=1C(=NC=CC1CC=1C=NC=C(C1C)OC1=CC(=C(C=C1)C)F)NS(NC)(=O)=O